(S)-8-((3-(benzyloxy)-2-(1H-pyrazolo[3,4-b]pyridin-1-yl)propyl)thio)-7-chloro-6-(trifluoromethyl)quinazoline-2,4-diol C(C1=CC=CC=C1)OC[C@@H](CSC=1C(=C(C=C2C(=NC(=NC12)O)O)C(F)(F)F)Cl)N1N=CC=2C1=NC=CC2